O[Si](C)(C)C hydroxytrimethyl-silane